C(C)OC(=O)C=1NC2=C(C=CC(=C2C1)NC1=CC(=CC(=C1)OC)Cl)F 4-((3-chloro-5-methoxyphenyl)amino)-7-fluoro-1H-indole-2-carboxylic acid ethyl ester